2-[2-[4-(8-chloro-5-fluoro-4-oxo-chromen-2-yl)phenoxy]ethoxy]acetic acid ClC=1C=CC(=C2C(C=C(OC12)C1=CC=C(OCCOCC(=O)O)C=C1)=O)F